C(C=C)(=O)N1CC(C1)NC(=O)C1=C(N=C(N1C)C(O)C1=C(C=C(C(=C1)C(C)(C)C)F)O)C N-(1-Acryloylazetidin-3-yl)-2-((5-(tert-butyl)-4-fluoro-2-hydroxyphenyl)(hydroxy)methyl)-1,4-dimethyl-1H-imidazole-5-carboxamide